BrC=1C(=CC(=C(C1)S(=O)(=O)Cl)F)F 5-bromo-2,4-difluorobenzenesulfonyl chloride